(1R,4R,7R)-2-[1-(azetidin-3-yl)-2-[1-(cyclopropylmethyl)-1H-pyrrolo[2,3-b]pyridin-2-yl]-7-methoxy-1H-1,3-benzodiazole-5-carbonyl]-2-azabicyclo[2.2.1]heptan-7-amine N1CC(C1)N1C(=NC2=C1C(=CC(=C2)C(=O)N2[C@@H]1CC[C@H](C2)[C@H]1N)OC)C1=CC=2C(=NC=CC2)N1CC1CC1